2-((4-(4-methyl-2-oxopiperazin-1-yl)phenyl)amino)quinazolin CN1CC(N(CC1)C1=CC=C(C=C1)NC1=NC2=CC=CC=C2C=N1)=O